[Co+3].N1(N=CC=C1)C1=NC=CC=C1 (2-(1H-pyrazol-1-yl)pyridine) cobalt (III)